C(C)OC(=O)C=1C=NC(=NC1)N1CCN(CC1)CCOCCOCCC(=O)O 3-(2-(2-(4-(5-(ethoxycarbonyl)pyrimidin-2-yl)piperazin-1-yl)ethoxy)ethoxy)propanoic acid